pyrazolo[4,3-d]isothiazole S1NC=C2C1=NN=C2